(S)-1-(tert-butoxycarbonyl)pyrrolidine-2-carboxylic acid C(C)(C)(C)OC(=O)N1[C@@H](CCC1)C(=O)O